tert-butyl 4-[2-(4-bromo-2-fluorophenyl)-3-carbamoyl-2H-pyrazolo[4,3-b]pyridin-7-yl]piperazine-1-carboxylate BrC1=CC(=C(C=C1)N1N=C2C(N=CC=C2N2CCN(CC2)C(=O)OC(C)(C)C)=C1C(N)=O)F